N-((3R,4S)-3-((((1s,4S)-4-(1-methyl-1H-indazol-5-yl)cyclohexyl)oxy)methyl)-1-(pyridazin-3-yl)piperidin-4-yl)methylsulfamide CN1N=CC2=CC(=CC=C12)C1CCC(CC1)OC[C@H]1CN(CC[C@@H]1CNS(=O)(=O)N)C=1N=NC=CC1